2-(2,5-dichlorothiophen-3-yl)-2,2-difluoroacetamide ClC=1SC(=CC1C(C(=O)N)(F)F)Cl